NC1=NC(=C2C(=N1)N(N=C2)CCCC2=CC=C(C(=O)NC1=C(C=CC=C1)N)C=C2)C=2OC=CC2 4-(3-(6-amino-4-(furan-2-yl)-1H-pyrazolo[3,4-d]pyrimidin-1-yl)propyl)-N-(2-aminophenyl)benzamide